1-(3-bromo-5-fluorophenyl)-3-(3-chlorophenyl)urea BrC=1C=C(C=C(C1)F)NC(=O)NC1=CC(=CC=C1)Cl